(2S)-N-{(1S)-1-cyano-2-[4-(3-methyl-2-oxo-2,3-dihydro-1,3-benzoxazol-5-yl)phenyl]ethyl}-1,4-oxazepan C(#N)[C@H](CC1=CC=C(C=C1)C=1C=CC2=C(N(C(O2)=O)C)C1)N1CCOCCC1